CN1C(=C([C@H]2[C@H](O)[C@H](O)[C@@H](CO)O2)C(NC1=O)=O)F 1-Methyl-6-fluoro-pseudouridine